6-chloro-2-methyl-4-(3-(1-(oxetan-3-yl)-1H-pyrazol-5-yl)-7,8-dihydro-1,6-naphthyridin-6(5H)-yl)quinazoline ClC=1C=C2C(=NC(=NC2=CC1)C)N1CC=2C=C(C=NC2CC1)C1=CC=NN1C1COC1